3-(cyclohex-1-en-1-yl)-1-methyl-4-phenylisoquinoline 2-oxide C1(=CCCCC1)C=1[N+](=C(C2=CC=CC=C2C1C1=CC=CC=C1)C)[O-]